C(C)(C)(C)C1=CC(=C(C(=C1)C=O)O)C=O 4-Tertiary butyl-2,6-diformylphenol